ClC1=C(C=C2C=C(N(C2=C1F)C)C=1NC(=NN1)C(COC)O)OC 1-(5-(6-chloro-7-fluoro-5-methoxy-1-methyl-1H-indol-2-yl)-4H-1,2,4-triazol-3-yl)-2-methoxyethan-1-ol